FC=1C=CC(=C(C1)C=1SC(=CN1)C(=O)O)CF 2-[5-fluoro-2-(fluoromethyl)phenyl]thiazole-5-carboxylic acid